BrC=1C(=C2CCN(C2=CC1)C(=O)OC(C)(C)C)C tert-butyl 5-bromo-4-methyl-2,3-dihydroindole-1-carboxylate